CC=1N=C(C2=C(N1)C1=C(O2)C=CC=C1)N1[C@@H](C[C@@H](C1)NC(=O)N)C(=O)O (2S,4S)-1-(2-methylbenzofuro[3,2-d]pyrimidin-4-yl)-4-ureidopyrrolidine-2-carboxylic acid